ClC=1C=C(C=2N(N1)N=C(N2)C)C 6-chloro-2,8-dimethyl-[1,2,4]triazolo[1,5-b]pyridazine